CN1CCN(CC1)C1=CC=C(C=C1)NC1=NC2=C(C=CC=C2C=N1)C1=CN=CC(=N1)NC(C=C)=O N-(6-(2-((4-(4-methylpiperazin-1-yl)phenyl)amino)quinazolin-8-yl)pyrazin-2-yl)acrylamide